(1R,2S,5S)-3-[(2S)-3-[ethyl(methyl)amino]-2-[(2,2,2-trifluoroacetyl)amino]propanoyl]-6,6-dimethyl-3-azabicyclo[3.1.0]hexane-2-carboxylic acid C(C)N(C[C@@H](C(=O)N1[C@@H]([C@H]2C([C@H]2C1)(C)C)C(=O)O)NC(C(F)(F)F)=O)C